4-((3R,5S)-3,5-dimethylpiperazin-1-yl)-N-(6-fluoro-2-methylpyrazolo[1,5-a]pyridin-5-yl)-2,3-dihydro-1H-pyrrolo[2,3-b]pyridine-1-carboxamide hydrochloride Cl.C[C@@H]1CN(C[C@@H](N1)C)C1=C2C(=NC=C1)N(CC2)C(=O)NC2=CC=1N(C=C2F)N=C(C1)C